4-(4-(4-(4-Bromophenyl)piperazin-1-yl)piperidin-1-yl)-5-fluoro-2-methoxyaniline BrC1=CC=C(C=C1)N1CCN(CC1)C1CCN(CC1)C1=CC(=C(N)C=C1F)OC